CCCCI Iodobutane